tert-butyl N-[(3S)-8-chloro-5-methyl-4-oxo-2H,3H-pyrido[4,3-b][1,4]oxazepin-3-yl]carbamate ClC1=CC=2OC[C@@H](C(N(C2C=N1)C)=O)NC(OC(C)(C)C)=O